[C@@H]12CNC[C@H]2C1CCO 2-[(1R,5S,6S)-3-azabicyclo[3.1.0]hexan-6-yl]ethanol